C(CCCCCCC)[N+](C)(C)[O-] octyldimethylamine oxide